CN1C(C(=CC(=C1)[N+](=O)[O-])[N+](=O)[O-])=O 1-methyl-3,5-dinitro-2-pyridone